cyclopropanecarboxylic acid, methyl ester C1(CC1)C(=O)OC